[Mn](=O)(=O)([O-])[O-].[Li+].[Co+2].[Ni+2] nickel-cobalt-lithium manganate